BrC=1C=CC(=C(C1)NC1=NC=NC2=CC(=C(C=C12)N1CC2(C1)CN(CCC2)C(=O)OC(C)(C)C)OC)OC tert-Butyl 2-(4-((5-bromo-2-methoxyphenyl)amino)-7-methoxyquinazolin-6-yl)-2,6-diazaspiro[3.5]Nonane-6-carboxylate